C(C1=CC=CC=C1)N1C(C(NC2=CC(=CC=C12)C(C)(C)C)=O)C(F)F 4-benzyl-7-(tert-butyl)-3-(difluoromethyl)-3,4-dihydroquinoxalin-2(1H)-one